C(#N)CC1=NN(C2=C1CN(CC2)C(=O)OC(C)(C)C)C2=CC=C(C=C2)C(C)C tert-butyl 3-(cyanomethyl)-1-(4-isopropylphenyl)-1,4,6,7-tetrahydro-5H-pyrazolo[4,3-c]pyridine-5-carboxylate